(3-methyl-4-((2-morpholinothiazol-5-yl)oxy)phenyl)cyclobutane-1-carboxamide CC=1C=C(C=CC1OC1=CN=C(S1)N1CCOCC1)C1(CCC1)C(=O)N